NC1=CC=C(C=C1)N(C(OC(C)(C)C)=O)CC1=CC=CC=C1 tert-butyl (4-aminophenyl)(benzyl)carbamate